(2-(aminomethyl)-6-cyclopropylimidazo[1,2-a]pyridin-8-yl)methanol hydrochloride Cl.NCC=1N=C2N(C=C(C=C2CO)C2CC2)C1